hydroxybenzenesulfonic acid, hydroxybenzenesulfonic acid salt OC1=C(C=CC=C1)S(=O)(=O)O.OC1=C(C=CC=C1)S(=O)(=O)O